tert-butyl (S)-methyl(pyrrolidin-3-yl)carbamate CN(C(OC(C)(C)C)=O)[C@@H]1CNCC1